isopropylphenyl peroxyneodecanoate (cumylperoxyneodecanoate) C(C)(C)(C1=CC=CC=C1)C(C(=O)OO)CCCCC(C)(C)C.C(CCCCCC(C)(C)C)(=O)OOC1=C(C=CC=C1)C(C)C